1-(5-fluoro-3-methyl-1-benzothiophen-2-yl)-2-methyl-1-propanone FC=1C=CC2=C(C(=C(S2)C(C(C)C)=O)C)C1